CO[Si](CCCNCCC[Si](OC)(OC)OC)(OC)OC Bis-{gamma-(trimethoxysilyl)propyl}amine